[Si](C)(C)(C(C)(C)C)OC1CC(C1)C=1C=CC=C2CC(N(C12)C)=O 7-[3-[tert-butyl(dimethyl)silyl]oxycyclobutyl]-1-methyl-indolin-2-one